CC1=C(C=CC(=N1)C=1SC=CC1C=O)OC1OCCCC1 2-(6-methyl-5-((tetrahydro-2H-pyran-2-yl)oxy)pyridin-2-yl)thiophene-3-carbaldehyde